4-cyclopropyl-N-[(3S)-pyrrolidin-3-yl]-N-[4-(trifluoromethyl)phenyl]pyridin-3-amine C1(CC1)C1=C(C=NC=C1)N(C1=CC=C(C=C1)C(F)(F)F)[C@@H]1CNCC1